FC=1C=NC=CC1NC=1C=NC=2CC(NC(C2C1)([2H])[2H])([2H])[2H] N-(3-fluoropyridin-4-yl)-5,6,7,8-tetrahydro-1,6-naphthyridin-5,5,7,7-d4-3-amine